α-Toluenethiosulfonic acid potassium salt [K+].C(C1=CC=CC=C1)S(=O)([O-])=S